ClC=1C=C(C=CC1Cl)[C@H]([C@@H]1[C@H]([C@H]([C@@H](C1)N1N=CC\2=C1NC=N/C2=N/N)O)O)O (1S,2R,3R,5R)-3-((S)-(3,4-dichlorophenyl)(hydroxy)methyl)-5-((E)-4-hydrazineylidene-4,7-dihydro-1H-pyrazolo[3,4-d]pyrimidin-1-yl)cyclopentane-1,2-diol